2-(1-tert-butoxycarbonyl-4-piperidinyl)-6-isopropoxy-indazole-5-carboxylic acid C(C)(C)(C)OC(=O)N1CCC(CC1)N1N=C2C=C(C(=CC2=C1)C(=O)O)OC(C)C